ClC1=CC(=C(C=C1)C1=CC=CC=C1)B(O)O (4-chloro-[1,1'-biphenyl]-2-yl)boronic acid